[C].C12=CC=C(N1)C=C1C=CC(=N1)C=C1C=CC(N1)=CC=1C=CC(N1)=C2.[Co] cobalt porphyrin carbon